1,2,4-trimethyl-benzene Tert-butyl-6-(2-(4-(9-benzyl-6-(1-methylcyclopropoxy)-9H-purin-8-yl)-3-chlorophenoxy)ethyl)-1,6-diazaspiro[3.3]heptane-1-carboxylate C(C)(C)(C)OC(=O)N1CCC12CN(C2)CCOC2=CC(=C(C=C2)C=2N(C1=NC=NC(=C1N2)OC2(CC2)C)CC2=CC=CC=C2)Cl.CC2=C(C=C(C=C2)C)C